BrC1=NN(C(=C1C#N)NC1=NC=C(N=C1)C)COCC[Si](C)(C)C bromo-5-[(5-methylpyrazin-2-yl)amino]-1-{[2-(trimethylsilyl)ethoxy]methyl}-1H-pyrazole-4-carbonitrile